C(CCC)C(C(=S)OC1=NC(=NC(=N1)Cl)SCCCCCCCCCCCCCCCCCC)CCCCCC (4-chloro-6-(octadecylthio)-1,3,5-triazin-2-yl) butylthiocaprylate